ytterbium(III) trifluoromethanesulfonate hydrate O.FC(S(=O)(=O)[O-])(F)F.[Yb+3].FC(S(=O)(=O)[O-])(F)F.FC(S(=O)(=O)[O-])(F)F